C(C)OC(CNCC1=C(C=CC=C1)F)OCC 2,2-Diethoxy-N-(2-fluorobenzyl)ethan-1-amine